(2S)-6-hydroxypiperidine-1,2-dicarboxylic acid 1-(tert-butyl) 2-methyl ester COC(=O)[C@H]1N(C(CCC1)O)C(=O)OC(C)(C)C